(R)-1-(4-((1-(3-cyano-2-methylphenyl)ethyl)amino)-7-methoxy-2-methylquinazolin-6-yl)-N-(2-hydroxyethyl)-N-methyl-piperidine-4-carboxamide C(#N)C=1C(=C(C=CC1)[C@@H](C)NC1=NC(=NC2=CC(=C(C=C12)N1CCC(CC1)C(=O)N(C)CCO)OC)C)C